ClC1=CC=C2C(=CNC2=C1)S(=O)(=O)NC1=NC(=C(C(=N1)OC)CC(F)F)OC 6-chloro-N-[5-(2,2-difluoroethyl)-4,6-dimethoxy-pyrimidin-2-yl]-1H-indole-3-sulfonamide